3-(((6-(4-((((R)-1-(2-chlorophenyl)ethoxy)carbonyl)amino)-3-methylisoxazol-5-yl)-2-methylpyridin-3-yl)methyl)carbamoyl)-2,2-difluorocyclopropane-1-carboxylic acid ClC1=C(C=CC=C1)[C@@H](C)OC(=O)NC=1C(=NOC1C1=CC=C(C(=N1)C)CNC(=O)C1C(C1C(=O)O)(F)F)C